3,6-Dibromo-9,10-phenanthrenedione BrC=1C=CC=2C(C(C3=CC=C(C=C3C2C1)Br)=O)=O